C(C)OC(=O)[C@]1(C[C@H](CCC1)O)C |r| (±)-cis-3-hydroxy-1-methylcyclohexanecarboxylic acid ethyl ester